C(CCCCCCC\C=C/CCCCCC)(=O)OC[C@H](O)CO |r| 1-monopalmitoleoyl-rac-glycerol